6-bromo-2-[(2,2-difluorocyclopropyl)methyl]indazole BrC=1C=CC2=CN(N=C2C1)CC1C(C1)(F)F